β-Cyano-L-alanine C(#N)C[C@H](N)C(=O)O